5-(1H-[1,2,3]Triazolo[4,5-b]pyridin-5-yl)-2-fluoro-N-(4-(3-phenoxypiperidin-1-yl)phenyl)benzamide N1N=NC2=NC(=CC=C21)C=2C=CC(=C(C(=O)NC1=CC=C(C=C1)N1CC(CCC1)OC1=CC=CC=C1)C2)F